L-Norleucinol N[C@@H](CCCC)CO